(R)-N-(1-(dimethylamino)propan-2-yl)-5,6-dimethyl-8-(3-(4-methylpiperazin-1-yl)-propoxy)-6H-pyrido[4,3-b]carbazole-1-carboxamide CN(C[C@@H](C)NC(=O)C1=NC=CC2=C(C=3N(C=4C=C(C=CC4C3C=C21)OCCCN2CCN(CC2)C)C)C)C